CO[Si](CCCCN(C(=S)SSSSC(N(C)CCCC[Si](OC)(OC)OC)=S)C)(OC)OC γ-trimethoxysilylpropyl-dimethylthiocarbamyltetrasulfide